C(#N)C=1C=NN2C1NC(=C(C2C2=CC=C(C=C2)F)C(=O)NC=2C=C1C=NNC1=CC2)C 3-cyano-7-(4-fluorophenyl)-N-(1H-indazol-5-yl)-5-methyl-4,7-dihydropyrazolo[1,5-a]pyrimidine-6-carboxamide